1,2-dimethyl-1,2-dihydro-3H-benzo[b]cyclopenta[d]thiophen-3-one CC1C(C(C2=C1C1=C(S2)C=CC=C1)=O)C